COC(C1=CC(=C(C(=C1)[N+](=O)[O-])O)C(C)(C)C)=O 3-(tert-butyl)-4-hydroxy-5-nitrobenzoic acid methyl ester